2-bromo-1,2-dimethoxyethane BrC(COC)OC